Benzyl (2-((2,6-difluorophenyl)amino)-2-oxoacetyl)glycinate FC1=C(C(=CC=C1)F)NC(C(=O)NCC(=O)OCC1=CC=CC=C1)=O